BrC1=CC=C(C=2N=C(OC21)N2CC1CCC(C2)N1C(=O)OC(C)(C)C)C(F)(F)F tert-Butyl 3-(7-bromo-4-(trifluoromethyl)benzo[d]oxazol-2-yl)-3,8-diazabicyclo[3.2.1]octane-8-carboxylate